CC1N(CCCC1C)C(=O)OCCOC 2-methoxyethyl 2,3-dimethylpiperidine-1-carboxylate